7-[(3R,4R)-3-fluoro-2,2,6,6-tetramethylpiperidin-4-yl]-7H-pyrrolo[2,3-c]pyridazin F[C@H]1C(NC(C[C@H]1N1C=CC2=C1N=NC=C2)(C)C)(C)C